4-(2-(4-chlorophenoxy)ethoxy)-2-(2-methyl-1H-imidazol-1-yl)pyridine ClC1=CC=C(OCCOC2=CC(=NC=C2)N2C(=NC=C2)C)C=C1